3-Amino-2-methylpropionate NCC(C(=O)[O-])C